CN[C@@H](CC(N)=O)C(=O)O N-methyl-asparagine